tert-butyl 4-chloro-3-(4,4,5,5-tetramethyl-1,3,2-dioxaborolan-2-yl)-1H-pyrrolo[3,2-c]pyridine-1-carboxylate ClC1=NC=CC2=C1C(=CN2C(=O)OC(C)(C)C)B2OC(C(O2)(C)C)(C)C